N-octanoyl-vanillamide C(CCCCCCC)(=O)NC(C1=CC(OC)=C(O)C=C1)=O